O1CCC(=CC1)C=1C2=C(C(=NC1)OC([2H])([2H])[2H])N=C(S2)NC(=O)N2C[C@]1(CC2)COCCC1 (5S)-N-[7-(3,6-dihydro-2H-pyran-4-yl)-4-(2H3)methoxy-[1,3]thiazolo[4,5-c]pyridin-2-yl]-7-oxa-2-azaspiro[4.5]decane-2-carboxamide